[4-[[3-(2,3-difluoro-4-methoxy-phenyl)imidazo[1,2-a]pyrazin-8-yl]amino]-2-ethyl-phenyl]-[4-[(2S,4R)-4-hydroxypyrrolidine-2-carbonyl]piperazin-1-yl]methanone FC1=C(C=CC(=C1F)OC)C1=CN=C2N1C=CN=C2NC2=CC(=C(C=C2)C(=O)N2CCN(CC2)C(=O)[C@H]2NC[C@@H](C2)O)CC